cyanomethyl (S)-2-((tert-butoxy carbonyl)amino)-3-(4-(4-(4-cyanothiazol-2-yl)-5-methyloxazol-2-yl)thiazol-2-yl)propanoate C(C)(C)(C)OC(=O)N[C@H](C(=O)OCC#N)CC=1SC=C(N1)C=1OC(=C(N1)C=1SC=C(N1)C#N)C